2-iodo-5-methoxy-N-(tetrahydro-2H-pyran-4-yl)-1-(2,2,2-trifluoroethyl)-1H-indol-4-amine IC=1N(C=2C=CC(=C(C2C1)NC1CCOCC1)OC)CC(F)(F)F